(S)-N-(5-(2-chloro-6-methylpyridin-4-yl)-4-(4-fluorophenyl)pyrimidin-2-yl)-2-methylmorpholine-4-carboxamide ClC1=NC(=CC(=C1)C=1C(=NC(=NC1)NC(=O)N1C[C@@H](OCC1)C)C1=CC=C(C=C1)F)C